ClC=1C=C(C#N)C=C(C1OC1=C(N=CN(C1=O)CC1=C(N=C(NC1=O)C)C)C(C)(F)F)Cl 3,5-dichloro-4-((4-(1,1-difluoroethyl)-1-((2,4-dimethyl-6-oxo-1,6-dihydropyrimidin-5-yl)methyl)-6-oxo-1,6-dihydropyrimidin-5-yl)oxy)benzonitrile